2-(3-bromo-4-chlorophenoxy)-5-(trifluoromethyl)pyridine BrC=1C=C(OC2=NC=C(C=C2)C(F)(F)F)C=CC1Cl